N[C@@H]1CN(CC[C@H]1F)C1=NC2=C(N1CC(=O)N(CCC(F)(F)F)C)C=C(C(=C2)F)F (2-((3R,4R)-3-amino-4-fluoropiperidin-1-yl)-5,6-difluoro-1H-benzo[d]imidazol-1-yl)-N-methyl-N-(3,3,3-trifluoropropyl)acetamide